potassium calcium magnesium iron zinc boron salt [B].[Zn].[Fe].[Mg].[Ca].[K]